(E)-N-((2-(2,6-dioxopiperidin-3-yl)-1,3-dioxoisoindolin-5-yl)methyl)-2-hydrazinylidene-3-phenylpropanamide O=C1NC(CCC1N1C(C2=CC=C(C=C2C1=O)CNC(/C(/CC1=CC=CC=C1)=N/N)=O)=O)=O